N-[(1R,3S)-3-{[6-chloro-2-(trifluoromethyl)quinolin-4-yl]amino}cyclohexyl]-1H-pyrazolo[4,3-c]pyridine-7-carboxamide ClC=1C=C2C(=CC(=NC2=CC1)C(F)(F)F)N[C@@H]1C[C@@H](CCC1)NC(=O)C=1C2=C(C=NC1)C=NN2